FC=1C(=CC2=C(C(NC=3CNC[C@@H](C23)N(C(=O)C=2NC3=CC(=C(C=C3C2)F)F)C)=O)C1)F (R)-N-(8,9-difluoro-6-oxo-1,2,3,4,5,6-hexahydrobenzo[c][1,7]naphthyridin-1-yl)-5,6-difluoro-N-methyl-1H-indole-2-carboxamide